Cl.NCC#CC1=C(C(=O)OC)C=CC(=C1)NC(CCCCCNC(C[C@H]1C=2N(C3=C(C(=N1)C1=CC=C(C=C1)Cl)C(=C(S3)C)C)C(=NN2)C)=O)=O methyl (S)-2-(3-aminoprop-1-yn-1-yl)-4-(6-(2-(4-(4-chlorophenyl)-2,3,9-trimethyl-6H-thieno[3,2-f][1,2,4]triazolo[4,3-a][1,4]diazepin-6-yl)acetamido)hexanamido)benzoate hydrochloride